C(C)(C)(C)S(=O)(=O)N1CCC2=CC=C(C=C12)NC(C1=C(C=C(C=C1)NS(=O)(=O)CCO)N1CCC2(CC2)CC1)=O N-(1-(tert-butylsulfonyl)indolin-6-yl)-4-((2-hydroxyethyl)sulfonamido)-2-(6-azaspiro[2.5]octan-6-yl)benzamide